Diethyl (4-(4,4,5,5-tetramethyl-1,3,2-dioxaborolan-2-yl)phenethyl)phosphonate CC1(OB(OC1(C)C)C1=CC=C(CCP(OCC)(OCC)=O)C=C1)C